CC=1N=C(SC1)[C@@H](C)O |r| (rac)-1-(4-methyl-1,3-thiazol-2-yl)ethan-1-ol